isopropyl N-[4-[5-[2-cyclopropylsulfonyl]-4-[(5-methyl-1H-pyrazol-3-yl) amino] phenyl] thiazol-2-yl]-1-bicyclo[2.2.2]octylcarbamate C1C(C1)S(=O)(=O)C=1C(=CC=C(C1)C=1N=C(SC1)N(C(OC(C)C)=O)C12CCC(CC1)CC2)NC2=NNC(=C2)C